(1-isobutyloxyethyl)-6-methylindolizine-7-carboxamide C(C(C)C)OC(C)C=1C=CN2C=C(C(=CC12)C(=O)N)C